C(C)(C)(C)OC(=O)N1[C@@H](C[C@H](CC1)NC1=C(C(=NC2=C(C(=C(C=C12)I)Br)F)Cl)/C=N/O)CCO[Si](C)(C)C(C)(C)C (2S,4S)-4-((7-bromo-2-chloro-8-fluoro-3-((E)-(hydroxyimino)methyl)-6-iodoquinolin-4-yl)amino)-2-(2-((tert-butyldimethylsilyl)oxy)ethyl)piperidine-1-carboxylic acid tert-butyl ester